5-fluoro-8-(4-fluorophenyl)-9-(5-isopropyl-1H-1,2,4-triazol-1-yl)-8,9-dihydro-2H-pyrido[4,3,2-de]phthalazin-3(7H)-one-7-carboxylic acid tert-butyl ester C(C)(C)(C)OC(=O)N1C(C(C2=NNC(C=3C=C(C=C1C23)F)=O)N2N=CN=C2C(C)C)C2=CC=C(C=C2)F